5-(4-(4-(aminomethyl)-1-oxo-1,2-dihydrophthalazin-6-yl)-1-methyl-1H-pyrazol-5-yl)-1-methyl-1H-indazole-4-carbonitrile NCC1=NNC(C2=CC=C(C=C12)C=1C=NN(C1C1=C(C=2C=NN(C2C=C1)C)C#N)C)=O